COC(NC1[C@H]2CC(C[C@@H]12)(O)C1=C2C=NNC2=CC(=C1)Cl)=O ((1r,3r,5s,6r)-3-(6-chloro-1H-indazol-4-yl)-3-hydroxy-bicyclo[3.1.0]hexane-6-yl)carbamic acid methyl ester